4-methyl-2-(acryloyloxy)thioxanthone CC1=CC(=CC=2C(C3=CC=CC=C3SC12)=O)OC(C=C)=O